N[C@H]1CC[C@H](CC1)NC1=NC(=NC=C1C(=O)N)NC1=C(C=C2CCN(CC2=C1)C)OC 4-[(cis-4-aminocyclohexyl)amino]-2-[(6-methoxy-2-methyl-1,2,3,4-tetrahydroisoquinolin-7-yl)amino]pyrimidine-5-carboxamide